BrC1=CC=C(C=C1)N1C=C(C2=C(C(=CC=C12)O)CN1CCCCC1)C(C)=O (1-(4-bromophenyl)-5-hydroxy-4-(piperidin-1-ylmethyl)-1H-indol-3-yl)ethan-1-one